BrC1=C2N=C(C(=NC2=CC(=C1)F)C)Cl 5-bromo-3-chloro-7-fluoro-2-methyl-quinoxaline